2-(6-methoxy-4-(trifluoromethyl)pyridin-3-yl)-N,N-dimethylethan-1-amine COC1=CC(=C(C=N1)CCN(C)C)C(F)(F)F